C=C1C(CCCC1)C1=C(C=CC=C1O)O 2-(2-Methylidenecyclohexyl)benzene-1,3-diol